3-(chloromethyl)-2-[1-(propan-2-yl)-1H-pyrazol-5-yl]pyridine hydrochloride salt Cl.ClCC=1C(=NC=CC1)C1=CC=NN1C(C)C